OC(C(=O)C1=CC=C(C=C1)CC1=CC=C(C=C1)C(C(C)(C)O)=O)(C)C 2-hydroxy-1-{4-[4-(2-hydroxy-2-methylpropionyl)benzyl]Phenyl}-2-methyl-propan-1-one